ClC=1C(=NC=CC1)N1N=CC=C1C(=O)O 2-(3-chloro-2-pyridinyl)pyrazole-3-carboxylic acid